Benzyl ((S)-3-methyl-1-oxo-1-(((S)-1-oxo-1-(((S)-1-oxo-3-((S)-2-oxopyrrolidin-3-yl)propan-2-yl)amino)-3-(thiophen-2-yl)propan-2-yl)amino)butan-2-yl)carbamate CC([C@@H](C(N[C@H](C(N[C@H](C=O)C[C@H]1C(NCC1)=O)=O)CC=1SC=CC1)=O)NC(OCC1=CC=CC=C1)=O)C